benzo[c]phenanthreneboronic acid C1(=CC=CC=2C=CC=3C=CC=4C=CC=CC4C3C21)B(O)O